14-hydroxy-3,6,9,12-tetraoxatetradecyl 4-methylbenzenesulfonate CC1=CC=C(C=C1)S(=O)(=O)OCCOCCOCCOCCOCCO